Cl.COC(=O)C1(C(N(C2=C(C(=C(C(=C12)C)N)C(=O)OC)C)C)=O)C dimethyl-5-amino-1,3-dimethyl-2-oxoindoline-3,6-dicarboxylic acid dimethyl ester hydrochloride